C1(CCCCC1)CN1N=CC(=C1C)C=1C(=NC(=CC1)N1CC2=C(C=CC=C2CC1)C(=O)OC)C(=O)O 3-[1-(cyclohexylmethyl)-5-methyl-pyrazol-4-yl]-6-(8-methoxycarbonyl-3,4-dihydro-1H-isoquinolin-2-yl)pyridine-2-carboxylic acid